FC1(CCN(CC1)C1=NC(=CC(=N1)NC(C1=C(N=C(C=C1)NS(=O)(=O)CCO)N1CCC2(CC2)CC1)=O)C)F N-(2-(4,4-Difluoropiperidin-1-yl)-6-methylpyrimidin-4-yl)-6-((2-hydroxyethyl)sulfonamido)-2-(6-azaspiro[2.5]octan-6-yl)nicotinamide